C(CCCCCCC)C(C(=O)O)(CCCC(=O)O)CCCCCCCC.C(CCCCC(=O)OCCCCCCCC)(=O)OCCCCCCCC dioctyl adipate (dioctyl adipate)